ClC1=NC=C(N=C1)N1C[C@H](N[C@H](C1)C)C 2-chloro-5-((3R,5S)-3,5-dimethylpiperazin-1-yl)pyrazine